The molecule is an oligosaccharide derivative consisting of -D-GalNAc-ol at the reducing end with two D-GalNAc-(1->4)-D-GlcNAc moities attached via (1->3)- and (1->6)-linkages. It has a role as a carbohydrate allergen. It is an oligosaccharide derivative and a glucosamine oligosaccharide. CC(=O)N[C@@H]1[C@H]([C@H]([C@H](OC1O[C@@H]2[C@H](OC([C@@H]([C@H]2O)NC(=O)C)OC[C@H]([C@@H]([C@@H]([C@H](CO)NC(=O)C)OC3[C@@H]([C@H]([C@@H]([C@H](O3)CO)OC4[C@@H]([C@H]([C@H]([C@H](O4)CO)O)O)NC(=O)C)O)NC(=O)C)O)O)CO)CO)O)O